FC(C=1C=CC=2N(N1)C(=CN2)C2=CC(=NC=N2)N2CC(OC1(COC1)C2)CO)F (8-(6-(6-(Difluoromethyl)imidazo[1,2-b]pyridazin-3-yl)pyrimidin-4-yl)-2,5-dioxa-8-azaspiro[3.5]nonan-6-yl)methanol